4-(4-bromo-2-oxo-2,3-dihydro-1H-1,3-benzodiazol-1-yl)-N-(4-methylphenyl)piperidine-1-carboxamide BrC1=CC=CC=2N(C(NC21)=O)C2CCN(CC2)C(=O)NC2=CC=C(C=C2)C